BrC=1C=CC=2C=CC3=C(C4=C(N5C(O3)C(C(N5)=O)(C)C)C=CC=C4)C2C1 2-Bromo-8,8-dimethyl-7a,8-dihydrobenzo[d]naphtho[1,2-f]pyrazolo[5,1-b][1,3]oxazepin-9(10H)-one